FC(CN1C(=NC=2C1=NC(=CC2)C=2C=CN1N=C(N=CC12)N[C@@H]1C[C@H](C1)N(C)C)C)F trans-N1-(5-(3-(2,2-difluoroethyl)-2-methyl-3H-imidazo[4,5-b]pyridin-5-yl)pyrrolo[2,1-f][1,2,4]triazin-2-yl)-N3,N3-dimethylcyclobutane-1,3-diamine